crotonic acid anion C(\C=C\C)(=O)[O-]